BrC=1C=C2N(N=CC(=C2NC(C)(C)C2CCN(CC2)C(=O)OC(C)(C)C)C(N)=NC2=C(C=CC(=C2)F)Cl)C1 tert-butyl 4-[1-[[6-bromo-3-[N'-(2-chloro-5-fluoro-phenyl)carbamimidoyl]pyrrolo[1,2-b]pyridazin-4-yl]amino]-1-methyl-ethyl]piperidine-1-carboxylate